3-methyl-1-(piperazin-1-yl)butan-1-one CC(CC(=O)N1CCNCC1)C